4-((2R,5S)-5-((S)-2,2,2-trifluoro-1-hydroxyethyl)-2-(trifluoromethyl)oxazolidin-3-yl)-2-(trifluoromethyl)benzonitrile FC([C@@H](O)[C@@H]1CN([C@H](O1)C(F)(F)F)C1=CC(=C(C#N)C=C1)C(F)(F)F)(F)F